CC1=CC=C(C=C1)S(=O)(=O)OCC1CCC(CC1)OC1=CC=C(C=C1)NC(=O)OC(C)(C)C (4-(4-((tert-butoxycarbonyl)amino)phenoxy)cyclohexyl)methyl 4-methylbenzenesulfonate